BrC=1C=CC(=C(NC2=CC=C(C=C2)F)C1)[N+](=O)[O-] 5-bromo-N-(4-fluorophenyl)-2-nitroaniline